C(C)(=O)OC1O[C@H]([C@H]([C@H]([C@@H]1OC(C)=O)OC(C)=O)OC(C)=O)[C@]1(OC1)C (3S,4R,5S,6R)-6-((S)-2-methyloxiran-2-yl)tetrahydro-2H-pyran-2,3,4,5-tetrayl tetraacetate